Methyl ether phosphate P(=O)(O)(O)O.COC